N-(3-{8-bromo-3-[(trifluoromethyl)sulfanyl]imidazo[1,2-a]pyridin-2-yl}prop-2-yn-1-yl)-4-(ethanesulfonyl)-2-methoxyaniline BrC=1C=2N(C=CC1)C(=C(N2)C#CCNC2=C(C=C(C=C2)S(=O)(=O)CC)OC)SC(F)(F)F